(3aR,5s,6aS)-N-(6-(5-fluoro-2-methylphenyl)-4,5-dimethylpyridazin-3-yl)-2-((tetrahydro-2H-pyran-4-yl)methyl-d2)octahydrocyclopenta[c]pyrrol-5-amine FC=1C=CC(=C(C1)C1=C(C(=C(N=N1)NC1C[C@@H]2[C@@H](CN(C2)C([2H])([2H])C2CCOCC2)C1)C)C)C